BrC=1C=C2C(=CC(=NC2=C(C1)F)C)[C@@H](C)N |r| (±)-1-(6-Bromo-8-fluoro-2-methylquinolin-4-yl)ethan-1-amine